Trifluoromethanesulfonic acid 4-[1(R)-(N-isopropylcarbamoyl)ethyl]phenyl ester C(C)(C)NC(=O)[C@H](C)C1=CC=C(C=C1)OS(=O)(=O)C(F)(F)F